3-(6-fluoro-4-methyl-1-oxoisoindolin-2-yl)piperidine-2,6-dione FC1=CC(=C2CN(C(C2=C1)=O)C1C(NC(CC1)=O)=O)C